(R)-4-(2-Fluoropyridin-4-yl)-2-methyl-N-((R)-1-(2-methylbenzofuran-4-yl)ethyl)piperazine-1-carboxamide FC1=NC=CC(=C1)N1C[C@H](N(CC1)C(=O)N[C@H](C)C1=CC=CC2=C1C=C(O2)C)C